2-(4-chloro-1-isopropyl-1H-pyrazol-5-yl)-4-(3-chloro-4-(3-morpholinopyridin-2-yl)benzyl)-6,7-dihydropyrazolo[1,5-a]pyrimidin-5(4H)-one ClC=1C=NN(C1C1=NN2C(N(C(CC2)=O)CC2=CC(=C(C=C2)C2=NC=CC=C2N2CCOCC2)Cl)=C1)C(C)C